Cl.N[C@@H]1C[C@H](C1)C(=O)OC methyl (trans)-3-aminocyclobutane-1-carboxylate hydrochloride